O(C#N)C1=CC2=CC=CC=C2C=C1 2-Cyanatonaphthalin